BrC1=C(OC2C[C@H](O[C@H](C2)C)C)C=CC(=C1)Cl (2R,4s,6S)-4-(2-bromo-4-chlorophenoxy)-2,6-dimethyloxane